C(C)(C)(C)OC(=O)N1CC2=CC(=C(C(=C2C[C@@H]1CCCC(C)C)F)N(C(C(F)(F)F)=O)CC(=O)OC)OCCC1=CC=CC=C1 (3S)-7-(Benzylmethoxy)-5-fluoro-6-[(2-methoxy-2-oxoethyl)(trifluoroacetyl)amino]-3-(4-methylpentyl)-3,4-dihydroisoquinoline-2(1H)-carboxylic acid tert-butyl ester